ClC1=CC=C2C(=CC(=NC2=C1Cl)N1C(CCC1)COCCCCCC(=O)O)N1C=NC=C1 6-((1-(7,8-Dichloro-4-(1H-Imidazol-1-Yl)Quinolin-2-Yl)Pyrrolidin-2-Yl)Methoxy)Hexanoic Acid